C(C)(C)(C)OC(=O)N1C(CC(CC1)N1N=C2C=C(C=CC2=C1)Br)(C)C.FC1=C(C(=C(C(=C1[B-](C1=C(C(=C(C(=C1F)F)F)F)F)(C1=C(C(=C(C(=C1F)F)F)F)F)C1=C(C(=C(C(=C1F)F)F)F)F)F)F)F)F.C1(=CC=CC=C1)[NH+](C1=CC=CC=C1)C1=CC=CC=C1 triphenylammonium tetrakis(pentafluorophenyl)borate tert-butyl-4-(6-bromoindazol-2-yl)-2,2-dimethyl-piperidine-1-carboxylate